FC(C1=NOC(=C1)C=1C=C2CCC(C2=CC1)NC(C1=CC(=NC=C1)C)=O)F N-(5-(3-(difluoromethyl)isoxazol-5-yl)-2,3-dihydro-1H-inden-1-yl)-2-methylisonicotinamide